5-(1,3-Benzothiazole-6-sulfonyl)-N-(pyrazin-2-ylmethyl)-1H,2H,3H,4H,5H,6H-pyrrolo[3,4-c]pyrrole-2-carboxamide S1C=NC2=C1C=C(C=C2)S(=O)(=O)N2CC1=C(C2)CN(C1)C(=O)NCC1=NC=CN=C1